CC=1C=C(C=2N(C(C=C(N2)N2CCCCC2)=O)C1)[C@@H](C)NC1=C(C(=O)O)C=CC=C1 (R)-2-((1-(7-methyl-4-oxo-2-(piperidin-1-yl)-4H-pyrido[1,2-a]pyrimidin-9-yl)ethyl)amino)benzoic acid